methyl 2-cyclopropyl-5-ethoxy-4-((3-oxo-2-(4-((3-sulfamoylpropyl)carbamoyl)phenyl)-2,8-diazaspiro[4.5]decan-8-yl)methyl)benzoate C1(CC1)C1=C(C(=O)OC)C=C(C(=C1)CN1CCC2(CC(N(C2)C2=CC=C(C=C2)C(NCCCS(N)(=O)=O)=O)=O)CC1)OCC